5,6,7,8-tetrahydroisoquinolin-8-amine C1=NC=CC=2CCCC(C12)N